CC1=C(C(=CC(=C1)C)CCC)O 2,4-dimethyl-6-propylphenol